IC1=NN(C2=C(C=CC=C12)C)C=1C=CC(=NC1)N1[C@H]2C[C@H]([C@@H](C1)CC2)C(=O)OC Methyl (1R,4S,5R)-2-[5-(3-iodo-7-methyl-1H-indazol-1-yl)pyridin-2-yl]-2-azabicyclo[2.2.2]octane-5-carboxylate